2-(2-amino-3-carboxyphenyl)benzothiazole NC1=C(C=CC=C1C(=O)O)C=1SC2=C(N1)C=CC=C2